1-(2-fluorophenyl)cyclobutane-1-formaldehyde FC1=C(C=CC=C1)C1(CCC1)C=O